CS(=O)(=O)O.C(C)(C)N(C=1N=C(C2=C(N1)N=CC=C2)N)CC=2C(=NC=CC2)C(F)(F)F N2-isopropyl-N-((2-(trifluoromethyl)pyridin-3-yl)methyl)pyrido[2,3-d]pyrimidine-2,4-diamine methanesulfonate